2,2',2'',2'''-(3'-(10H-phenothiazin-10-yl)-[1,1'-biphenyl]-2,3,4,6-tetrayl)tetrakis(benzo[d]oxazole) C1=CC=CC=2SC3=CC=CC=C3N(C12)C=1C=C(C=CC1)C1=C(C(=C(C=C1C=1OC2=C(N1)C=CC=C2)C=2OC1=C(N2)C=CC=C1)C=1OC2=C(N1)C=CC=C2)C=2OC1=C(N2)C=CC=C1